methyl 2,3-dihydro-1H-pyrrolo[1,2-a]indole-9-carboxylate formate C(=O)O.C1CCN2C1=C(C=1C=CC=CC21)C(=O)OC